C(C)(C)(C)OC(N(C)CCCOC1CC(C1)Br)=O N-[3-(3-bromocyclobutoxy)propyl]-N-methyl-carbamic acid tert-butyl ester